C(=C)C1=CC=CC2=CC3=CC=CC=C3C=C12 1-vinyl-anthracene